(S)-N-(3-(1-((2-ethyl-2H-pyrazolo[3,4-b]pyrazin-6-yl)amino)ethyl)-4-fluorophenyl)-5-methyl-6-(4-methylpiperazin-1-yl)nicotinamide C(C)N1N=C2N=C(C=NC2=C1)N[C@@H](C)C=1C=C(C=CC1F)NC(C1=CN=C(C(=C1)C)N1CCN(CC1)C)=O